N-[[(1S,2R,5S)-6,6-dimethylbicyclo[3.1.1]heptan-2-yl]methyl]-2-(piperidin-4-yl)acetamide CC1([C@H]2CC[C@H]([C@@H]1C2)CNC(CC2CCNCC2)=O)C